8-(1,1-difluoro-5-azaspiro[2.4]heptan-5-yl)-N-((1R,5S,6s)-3-methyl-3-azabicyclo[3.1.0]hexan-6-yl)pyrido[3,4-d]pyrimidin-2-amine FC1(CC12CN(CC2)C2=NC=CC1=C2N=C(N=C1)NC1[C@@H]2CN(C[C@H]12)C)F